COCCN(C1=CC(=C(C(=N1)SCC)C(=O)NCC1=CC(=CC=C1)F)C)CCOC 6-[Bis(2-methoxy-ethyl)-amino]-2-ethylsulfanyl-N-[(3-fluorophenyl)-methyl]-4-methyl-pyridine-3-carboxylic acid amide